2,2,7,7-tetra[N,N-di(4-methoxyphenyl)amino]9,9-spirobifluorene COC1=CC=C(C=C1)N(C1=CC=C(C=C1)OC)C1(C=C2C3(C4=CC(C=CC4=C2C=C1)(N(C1=CC=C(C=C1)OC)C1=CC=C(C=C1)OC)N(C1=CC=C(C=C1)OC)C1=CC=C(C=C1)OC)C1=CC=CC=C1C=1C=CC=CC13)N(C1=CC=C(C=C1)OC)C1=CC=C(C=C1)OC